Nonapropylene Glycol Diglycidyl Ether C(C1CO1)OC(C)COC(C)COC(C)COC(C)COC(C)COC(C)COC(C)COC(C)COC(C)COCC1CO1